BrC1=NN2C(N=C(C=C2N2C[C@H](N(C[C@@H]2C)C(=O)OC(C)(C)C)CC)Cl)=C1 tert-butyl (2R,5S)-4-(2-bromo-5-chloropyrazolo[1,5-a]pyrimidin-7-yl)-2-ethyl-5-methylpiperazine-1-carboxylate